methyl 5-(7-chloro-2,4-dioxo-3,4-dihydroquinazolin-1(2H)-yl)thiazole-2-carboxylate ClC1=CC=C2C(NC(N(C2=C1)C1=CN=C(S1)C(=O)OC)=O)=O